O=C1NC(CCC1N1C(C2=CC=C(C=C2C1=O)NCCCNC(CN1CCN(CC1)C1=CC=C(C=C1)C1=NNC2=C1N=C(N=C2)C2=C(C=CC=C2OC)F)=O)=O)=O N-(3-((2-(2,6-Dioxopiperidin-3-yl)-1,3-dioxoisoindolin-5-yl)amino)propyl)-2-(4-(4-(5-(2-Fluoro-6-methoxyphenyl)-1H-pyrazolo[4,3-d]pyrimidin-3-yl)phenyl)piperazin-1-yl)acetamid